6-fluoro-N-methyl-5-(4-((3-methyl-2,4-dioxo-1,2,3,4-tetrahydrothieno[3,2-d]pyrimidin-6-yl)methyl)piperazin-1-yl)picolinamide FC1=C(C=CC(=N1)C(=O)NC)N1CCN(CC1)CC1=CC=2NC(N(C(C2S1)=O)C)=O